C1(=CC=CC=C1)C=1N=PNC1C1=CC=CC=C1 4,5-diphenyl-1,3,2-diazaphosphole